C(C)(=O)[O-].C(C)[NH+]1C=C(C=C1)CCCC 1-Ethyl-3-butylpyrrolium acetat